(2-chloro-4-((2-methoxy-3-(1-methyl-1H-1,2,4-triazol-3-yl)phenyl)amino)pyrimidin-5-yl)propan-1-ol ClC1=NC=C(C(=N1)NC1=C(C(=CC=C1)C1=NN(C=N1)C)OC)C(CC)O